C12N(CCC2C1)CCC1=NN(C2=CC(=CC(=C12)OC)F)COCC[Si](C)(C)C 3-(2-(2-azabicyclo[3.1.0]hexan-2-yl)ethyl)-6-fluoro-4-methoxy-1-((2-(trimethylsilyl)ethoxy)methyl)-1H-indazole